C(C1=CC=CC=C1)NC(=O)C=1N(C(N2C1CN(CC2)C(C2=CC(=C(C=C2)Br)Cl)=O)=O)C2=CC=C(C=C2)C=2NC=CN2 N-benzyl-7-(4-bromo-3-chloro-benzoyl)-2-[4-(1H-imidazol-2-yl)phenyl]-3-oxo-6,8-dihydro-5H-imidazo[1,5-a]pyrazine-1-carboxamide